bromo-1H-pyrazole-3-carboxamide BrN1N=C(C=C1)C(=O)N